ClC=1C=C(C=C(C1)S(=O)(=O)C)NC(=O)C=1C=NN(C1)C1=NC=CC=C1C(F)(F)F N-(3-chloro-5-(methylsulfonyl)phenyl)-1-(3-(trifluoromethyl)pyridin-2-yl)-1H-pyrazole-4-carboxamide